NN1CCN(CC1)N L-1,4-diaminopiperazine